(R)-((1-(6-Bromo-3-methylpyridine-2-carbonyl)-5,5-difluoropiperidin-2-yl)methyl)carbamate BrC1=CC=C(C(=N1)C(=O)N1[C@H](CCC(C1)(F)F)CNC([O-])=O)C